CN(C=1SC2=C(N1)SC(=N2)C2=C(C=C(C=C2)C=2C=NN(C2)C([2H])([2H])[2H])O)C2CCN(CC2)C 2-{5-[Methyl(1-methylpiperidin-4-yl)amino][1,3]thiazolo[5,4-d][1,3]thiazol-2-yl}-5-[1-(2H3)methyl-1H-pyrazol-4-yl]phenol